1,3,5-tris(4-hydroxyphenylcarbonyl)cyclohexane tert-butyl-((S)-1-(furan-2-yl)-1-oxo-3-((S)-2-oxopyrrolidin-3-yl)propan-2-yl)carbamate C(C)(C)(C)N(C(O)=O)[C@H](C(=O)C=1OC=CC1)C[C@H]1C(NCC1)=O.OC1=CC=C(C=C1)C(=O)C1CC(CC(C1)C(=O)C1=CC=C(C=C1)O)C(=O)C1=CC=C(C=C1)O